2-((5-Acrylamido-4-((2-(dimethylamino)ethyl)(methyl)amino)-2-methoxyphenyl)amino)-4-(6-((tert-Butoxycarbonyl)(methyl)amino)pyridin-3-yl)pyrimidine-5-carboxylic acid isopropyl ester C(C)(C)OC(=O)C=1C(=NC(=NC1)NC1=C(C=C(C(=C1)NC(C=C)=O)N(C)CCN(C)C)OC)C=1C=NC(=CC1)N(C)C(=O)OC(C)(C)C